4-bromo-N-(methyl-d3)-2-nitroaniline BrC1=CC(=C(NC([2H])([2H])[2H])C=C1)[N+](=O)[O-]